C[SiH]1N(CCC1)CCC[SiH2]C(OC)OC 2-methyl-1-(3-dimethoxymethylsilylpropyl)-1-aza-2-silacyclopentane